2-cyclohexyl-2-n-butyl-1,3-propanediol C1(CCCCC1)C(CO)(CO)CCCC